C(C)(C)(C)C=1N(C2=CC=C(C=C2C1)OC)C1=CC=C(C=C1)F 2-tert-butyl-1-(4-fluorophenyl)-5-methoxy-indole